C1(CCC1)CC(C(=O)OCCCCCC=O)CCCCCCCC 6-Oxohexyl 2-(cyclobutylmethyl)decanoate